(S)-4-(3-(but-2-ynamido)piperidin-1-yl)-5-fluoro-2,3-dimethyl-1H-indole-7-carboxamide C(C#CC)(=O)N[C@@H]1CN(CCC1)C1=C2C(=C(NC2=C(C=C1F)C(=O)N)C)C